2-(2-(iso-Propyl(4-methyl-4'-((4-methylpiperazin-1-yl)sulfonyl)-[1,1'-biphenyl]-3-yl)amino)thiazol-4-yl)pyrimidine-4,6-diamine C(C)(C)N(C=1SC=C(N1)C1=NC(=CC(=N1)N)N)C=1C=C(C=CC1C)C1=CC=C(C=C1)S(=O)(=O)N1CCN(CC1)C